2-amino-5-bromo-3-prop-2-ynyl-6-(trifluoromethyl)pyrimidin-4-one NC1=NC(=C(C(N1CC#C)=O)Br)C(F)(F)F